8-hydroperoxyeicosatrienoic acid O(O)C(C=CC=CC=CC(=O)O)CCCCCCCCCCCC